C1(CC1)NC(C1=C(C=C(C=C1OC)C1=CN=C2N1C=CC(=C2)OCCN(C)C)OCCOCC)=O N-cyclopropyl-4-[7-[2-(dimethyl-amino)ethoxy]imidazo[1,2-a]pyridin-3-yl]-2-(2-ethoxyethoxy)-6-methoxy-benzamide